fluorene-HCl Cl.C1=CC=CC=2C3=CC=CC=C3CC12